C(#N)C1=NC(=NC(=C1)C)N1CCN(CC1)S(=O)(=O)C=1C=C2CCN(C2=CC1)C(=O)C1=C(OS(=O)(=O)N2CCN(CC2)C(=O)OC(C)(C)C)C=CC=C1 tert-butyl 4-((2-(5-((4-(4-cyano-6-methylpyrimidin-2-yl)piperazin-1-yl)sulfonyl)indoline-1-carbonyl)phenoxy)sulfonyl)piperazine-1-carboxylate